[N+](=O)([O-])C1=C(C=CC=C1)S(=O)(=O)N1CC=2N(CCC1)N=CC2 5-(2-nitrophenyl)sulfonyl-4,6,7,8-tetrahydropyrazolo[1,5-a][1,4]diazepine